C(C)(C)(C)[Si](O)(C1=CC=CC=C1)C t-butyl-methylphenyl-silanol